OCCN1CCN(CC1)CC1=CC=C(C=C1)C1=NC2=CC=CC=C2C(N1)=O 2-(4-{[4-(2-hydroxyethyl)piperazin-1-yl]methyl}phenyl)-3,4-dihydroquinazolin-4-one